FC1=C(C(=O)NC2=C(C3=C(N(C(=N3)C)CCOC)C=C2)N2C[C@H](CC2)NC(OC(C)(C)C)=O)C=CN=C1C1=C(C=CC=C1OC)F tert-butyl ((3s)-1-(5-(3-fluoro-2-(2-fluoro-6-methoxyphenyl)isonicotinamido)-1-(2-methoxyethyl)-2-methyl-1H-benzo[d]imidazol-4-yl)pyrrolidin-3-yl)carbamate